C1(CC1)C1=C(CN2CC3(C2)CNC(C3)=O)C=C(C(=C1)C)OCC 2-(2-cyclopropyl-5-ethoxy-4-methylbenzyl)-7-oxo-2,6-diazaspiro[3.4]octane